6-{5-chloro-2-[(oxan-4-yl)amino]pyrimidin-4-yl}-2-{2-[7-(hydroxymethyl)-2,3,4,5-tetrahydro-1H-3-benzazepin-3-yl]-2-oxoethyl}-2,3-dihydro-1H-isoindol-1-one ClC=1C(=NC(=NC1)NC1CCOCC1)C1=CC=C2CN(C(C2=C1)=O)CC(=O)N1CCC2=C(CC1)C=CC(=C2)CO